O1B(CCC1)O 1,2-OXABOROLAN-2-OL